N-((1r,3s)-3-ethyl-3-hydroxycyclobutyl)acetamide C(C)C1(CC(C1)NC(C)=O)O